C(C)OC(=O)C1=NNC=C1C 4-Methyl-1H-pyrazole-3-carboxylic acid ethyl ester